1,6-di(acryloyloxy)-2,2,3,3,4,4,5,5-octafluorohexane C(C=C)(=O)OCC(C(C(C(COC(C=C)=O)(F)F)(F)F)(F)F)(F)F